FC1=C(C(N(C2=C(C(=C(C(=C12)F)S(=O)(=O)O)F)F)C1=C(C(=C(C(=C1F)F)Br)F)OC(F)(F)F)=O)C1=C(C(=C(C(=C1F)F)F)F)F.O[C@@H]1C([C@]2(C)[C@@H](C1)[C@@H]1CCC3=CC(=O)CC[C@]3(C)[C@H]1CC2)=O 16β-hydroxyandrostenedione PERFLUOROPHENYL-1-(4-BROMO-2-METHOXYPHENYL)-7-FLUORO-2-OXO-1,2-DIHYDROQUINOLINE-6-SULFONATE